N,N-dimethyl-1-(4-(trifluoromethyl)-2-((4-(trifluoromethyl)pyrimidin-2-yl)thio)phenyl)piperidin-4-amine CN(C1CCN(CC1)C1=C(C=C(C=C1)C(F)(F)F)SC1=NC=CC(=N1)C(F)(F)F)C